ClC1=CC=C(C(=N1)C(=O)O)N[C@H](C)C1=C2N=C(C(=NC2=CC(=C1)C)C#N)NC(C)C=1C=NC=CC1 6-chloro-3-(((1R)-1-(2-cyano-7-methyl-3-((1-(pyridin-3-yl)ethyl)amino)quinoxalin-5-yl)ethyl)amino)picolinic acid